ClC=1C=C(CNCCC(=O)NCCCNC2=C3C=NNC3=CC(=C2)C2=C(C=NC=C2)C)C=CC1OC(F)(F)F 3-((3-chloro-4-(trifluoromethoxy)benzyl)amino)-N-(3-((6-(3-methylpyridin-4-yl)-1H-indazol-4-yl)amino)propyl)propanamide